ClC1=CC(=C(C(=C1)C)C=1C(NC2(CCC3(C(CCC3=O)=O)CC2)C1O)=O)C 11-(4-chloro-2,6-dimethylphenyl)-12-hydroxy-1,4-dioxo-9-azadispiro[4.2.4.2]-tetradec-11-en-10-one